1-{5-chloro-7-ethenyl-3,3-dimethyl-2H-pyrrolo[3,2-b]pyridin-1-yl}ethanone ClC1=CC(=C2C(=N1)C(CN2C(C)=O)(C)C)C=C